C(C)(C)(C)OC(NC12CC(C1)(C2)NC(COC2=CC(=C(C=C2)F)C)=O)=O (3-(2-(4-fluoro-3-methylphenoxy)acetamido)bicyclo[1.1.1]Pent-1-yl)carbamic acid tert-butyl ester